1-(5-(((2R,4R)-1-((4,4-difluorocyclohexyl)methyl)-2-methylpiperidin-4-yl)methyl)pyrazolo[1,5-a]pyridin-3-yl)dihydropyrimidine-2,4(1H,3H)-dione FC1(CCC(CC1)CN1[C@@H](C[C@@H](CC1)CC1=CC=2N(C=C1)N=CC2N2C(NC(CC2)=O)=O)C)F